FC1=C2C=CC(=NC2=C(C=C1)B(O)O)NCC1=CC=C(C=C1)OC (5-fluoro-2-((4-methoxybenzyl)amino)quinolin-8-yl)boronic acid